(E)-6-fluoro-3-(2-nitrovinyl)-1H-indole FC1=CC=C2C(=CNC2=C1)\C=C\[N+](=O)[O-]